2-glycidoxyethyltrimethoxysilane C(C1CO1)OCC[Si](OC)(OC)OC